Benzyl (2S)-1-tert-butoxycarbonyl-3,6-dihydro-2H-pyridine-2-carboxylate C(C)(C)(C)OC(=O)N1[C@@H](CC=CC1)C(=O)OCC1=CC=CC=C1